C(CCCCCCCCCCCCC)C12C=CC(CC1)C2 tetradecylbicyclo[2.2.1]hept-2-ene